CC1=C(OC2=C(C1=O)C=C(C=C2[C@@H](C)NC2=C(C=CC=C2)C=2OC=CN2)C)C2=CC=CC=C2 3,6-dimethyl-8-[(1R)-1-(2-oxazol-2-ylanilino)ethyl]-2-phenyl-benzopyran-4-one